D-fructofuranosyl-(2→6)-D-fructofuranosyl-(2→6)-D-fructofuranosyl-(2→6)-D-fructofuranosyl-(2→5)-α-L-sorbopyranose OCC1([C@@H](O)[C@H](O)[C@H](O1)CO)OC[C@@H]1[C@H]([C@@H](C(CO)(O1)OC[C@@H]1[C@H]([C@@H](C(CO)(O1)OC[C@@H]1[C@H]([C@@H](C(CO)(O1)O[C@@H]1[C@H]([C@@H]([C@](CO)(O)OC1)O)O)O)O)O)O)O)O